ethylene glycol dimethylbenzeneAt CC=1C(=C(C=CC1)C(=O)OCCO)C